COC=1C=2N(N=C(C1)C=1N=C3N(C(C1)=O)C=C(S3)[C@@H]3[C@@H](CNCC3)F)C=C(N2)C 7-(8-Methoxy-2-methylimidazo[1,2-b]pyridazin-6-yl)-2-[(3S,4S)-3-fluoro-4-piperidyl]thiazolo[3,2-a]pyrimidin-5-on